C(C1=CC=CC=C1)[N+]1=C(N(C=C1)C)C 3-benzyl-1,2-dimethyl-1H-imidazol-3-ium